(3Z)-15,15-dihexoxy-3-pentadecen-1-ol C(CCCCC)OC(CCCCCCCCCC\C=C/CCO)OCCCCCC